(E)-3-((3,3-dibutyl-5-(4-(3,3-dimethylbutylamino)phenyl)-7-(methylsulfanyl)-1,1-dioxido-2,3,4,5-tetrahydro-1,5-benzothiazepin-8-yl)oxy)acrylic acid C(CCC)C1(CS(C2=C(N(C1)C1=CC=C(C=C1)NCCC(C)(C)C)C=C(C(=C2)O/C=C/C(=O)O)SC)(=O)=O)CCCC